(S)-2-(2,5-difluoro-4-(6-((1-(2,2,2-trifluoroethyl)-1H-pyrazol-3-yl)methoxy)pyridin-2-yl)benzyl)-1-(oxetan-2-ylmethyl)-1H-benzo[d]imidazole-6-carboxylic acid FC1=C(CC2=NC3=C(N2C[C@H]2OCC2)C=C(C=C3)C(=O)O)C=C(C(=C1)C1=NC(=CC=C1)OCC1=NN(C=C1)CC(F)(F)F)F